(S)-1-nitroso-pyrrolidine-2-carboxylic acid methyl ester COC(=O)[C@H]1N(CCC1)N=O